tert-butyl 2-(tert-butoxycarbonylamino)-2-diethoxyphosphoryl-acetate C(C)(C)(C)OC(=O)NC(C(=O)OC(C)(C)C)P(=O)(OCC)OCC